tert-butyl (S)-4-(4-amino-1H-pyrazol-1-yl)azepane-1-carboxylate NC=1C=NN(C1)[C@@H]1CCN(CCC1)C(=O)OC(C)(C)C